(1R)-1-(4,5-dimethyl-2-furyl)-2,2-dimethyl-propan-1-amine CC=1C=C(OC1C)[C@@H](C(C)(C)C)N